C1(CC1)S(=O)(=O)C1=CC(=NC=C1)[C@H](CC)NC(=O)C=1SC(=CN1)C1=NC(=CN=C1)OCC N-[(1S)-1-(4-cyclopropanesulfonylpyridin-2-yl)propyl]-5-(6-ethoxypyrazin-2-yl)-1,3-thiazole-2-carboxamide